1-(6-chlorothieno[2,3-b]pyridin-2-yl)-3-(trifluoromethoxy)cyclobutyl acetate C(C)(=O)OC1(CC(C1)OC(F)(F)F)C1=CC=2C(=NC(=CC2)Cl)S1